O=C1NC(CC[C@@H]1NC(=O)C=1C=NC(=CC1)N1CCC(CC1)CN1CCC(CC1)NC(=O)C1(CCN(CC1)C1=CN=NC(=C1)C1=C(C=CC=C1)O)C1=CC=CC=C1)=O N-[(3S)-2,6-dioxopiperidin-3-yl]-6-{4-[(4-{1-[6-(2-hydroxyphenyl)pyridazin-4-yl]-4-phenylpiperidine-4-amido}piperidin-1-yl)methyl]piperidin-1-yl}pyridine-3-carboxamide